cyclopropyl-phenylalanine C1(CC1)N[C@@H](CC1=CC=CC=C1)C(=O)O